N(C(C(=O)[O-])CC(=O)[O-])C(C(=O)OCCO)CC(=O)[O-] hydroxyethyl Iminodisuccinate